4-amino-2-(methylthio)pyrimidine-5-carboxamide NC1=NC(=NC=C1C(=O)N)SC